N,N'-bis(4-methylphenyl)cyclopropane-1,1-diamide CC1=CC=C(C=C1)NC(=O)C1(CC1)C(=O)NC1=CC=C(C=C1)C